NC1=C(C(=C(C=C1)S(=P(O)(O)O)(C1=CC=CC=C1)C1=CC=CC=C1)N)N.CN1C(=C(C2=CC=CC=C12)C1(OC(=O)C2=CC=CC=C12)C1=C(C=C(C=C1)N(CC)CC)C)C 3-(1,2-dimethyl-3-indolyl)-3-[4-(diethylamino)-2-methylphenyl]phthalide triaminotriphenylphosphorothioate